1-[3-(4-Bromo-2-methyl-5-trifluoromethyl-2H-pyrazol-3-yl)-4-methoxy-phenyl]-3-(4-fluoro-phenyl)-urea BrC1=C(N(N=C1C(F)(F)F)C)C=1C=C(C=CC1OC)NC(=O)NC1=CC=C(C=C1)F